N-(2'-hydroxy-6'-methoxy-[1,1'-binaphthyl]-2-yl)benzamide OC1=C(C2=CC=C(C=C2C=C1)OC)C1=C(C=CC2=CC=CC=C12)NC(C1=CC=CC=C1)=O